(5S)-N-((S)-(3-chlorophenyl)((cis)-2-phenylcyclopropyl)methyl)-2-oxooxazolidine-5-carboxamide ClC=1C=C(C=CC1)[C@@H](NC(=O)[C@@H]1CNC(O1)=O)[C@H]1[C@H](C1)C1=CC=CC=C1